3,5-dihydro-2H-pyrido[3,4-f][1,4]oxazepin-4-yl-[1-(5-fluoro-4-methoxy-pyrimidin-2-yl)-4-methoxy-4-piperidyl]methanone O1CCN(CC2=C1C=CN=C2)C(=O)C2(CCN(CC2)C2=NC=C(C(=N2)OC)F)OC